2-(9-(4-hydroxybutyl)-3,9-diazaspiro[5.5]undecan-3-yl)pentane-1,5-diyl bis(2-hexyldecanoate) C(CCCCC)C(C(=O)OCC(CCCOC(C(CCCCCCCC)CCCCCC)=O)N1CCC2(CC1)CCN(CC2)CCCCO)CCCCCCCC